3-(6-methoxypyridin-3-yl)-2,3-dihydro-[1,4]dioxino[2,3-b]pyridin-7-ol COC1=CC=C(C=N1)C1COC=2C(=NC=C(C2)O)O1